NC(CCCCNC(=N)N)=O (S)-1-amino-5-guanidino-1-oxopentan